2-(4-((4-chlorobenzyl)oxy)phenyl)-4,5,6,7-tetrahydrooxazolo[4,5-c]pyridine ClC1=CC=C(COC2=CC=C(C=C2)C=2OC3=C(CNCC3)N2)C=C1